(3R,4R)-1-benzyl-N,4-dimethylpiperidine-3-amine C(C1=CC=CC=C1)N1C[C@@H]([C@@H](CC1)C)NC